octyl-tributyl-ammonium C(CCCCCCC)[N+](CCCC)(CCCC)CCCC